C(C)(C)(C)OC(=O)NC1=NN(C(=C1Cl)C(=O)OC)C methyl 3-((tert-butoxycarbonyl) amino)-4-chloro-1-methyl-1H-pyrazole-5-carboxylate